BrC1=CC(=C(C=C1)N1C(COC2=C(C1=O)N(N=C2)C2OCCCC2)C)C 7-(4-bromo-2-methylphenyl)-6-methyl-1-(tetrahydro-2H-pyran-2-yl)-6,7-dihydro-1H-pyrazolo[3,4-f][1,4]oxazepin-8(5H)-one